FC1=CC=C(C=C1)C(C(=O)N)(C)C1=NC=2CCCN(C2C=C1)C(=O)C1OCCCC1 (4-fluorophenyl)-2-(5-(tetrahydro-2H-pyran-2-carbonyl)-5,6,7,8-tetrahydro-1,5-naphthyridin-2-yl)propanamide